Trifluoromethylmaleic anhydride FC(F)(F)/C=1/C(=O)OC(\C1)=O